C1(=CC=CC=C1)P(C1=CC=CC=C1)C1=CC=CC=C1.C1(=CC=CC=C1)P(C1=CC=CC=C1)C1=CC=CC=C1.C1(=CC=CC=C1)P(C1=CC=CC=C1)C1=CC=CC=C1.[Ru+2] Ruthenium (II) tris(triphenylphosphine)